C(C)(=O)N1CC(C1)N1N=C2N(C(N(CC2=C1)C1CCN(CC1)C1=C(C=CC=C1C)F)=O)CC1=C(C=CC=C1)C(F)(F)F 2-(1-Acetyl-azetidin-3-yl)-5-[1-(2-fluoro-6-methyl-phenyl)-piperidin-4-yl]-7-(2-trifluoromethyl-benzyl)-2,4,5,7-tetrahydro-pyrazolo[3,4-d]pyrimidin-6-one